[Ga].C(C=C)(=O)N acrylamide gallium